Cl.Cl.C1(CC1)C1=NC=C(C=N1)NC(=O)[C@@H]1NC[C@H](C1)F (2R,4S)-N-(2-cyclopropylpyrimidin-5-yl)-4-fluoro-pyrrolidine-2-carboxamide dihydrochloride